C(#C)C1=CC2=C(N=C(N=C2)NC2=C(C=CC=C2)S(=O)(=O)N)N(C1=O)[C@H]1[C@](CCC1)(C)O ((6-ethynyl-8-((1R,2R)-2-hydroxy-2-methylcyclopentyl)-7-oxo-7,8-dihydropyrido[2,3-d]pyrimidin-2-yl)amino)benzenesulfonamide